CNCC N-methylaminoethane